[Cl-].[Cl-].C1(=CC=CC=C1)C1=C(C=2CC3=CC(=CC=C3C2C=C1)C1=CC=CC=C1)[Hf+2] (2,7-diphenylfluorenyl)hafnium dichloride